3-(4-(trifluoromethoxy)phenyl)oxazolin-2-one FC(OC1=CC=C(C=C1)N1C(OC=C1)=O)(F)F